5-[4-amino-5-(trifluoromethyl)pyrrolo[2,1-f][1,2,4]triazin-7-yl]-N-[(3S,4S)-1-benzoyl-4-methylpyrrolidin-3-yl]-2-methylpyridine-3-carboxamide NC1=NC=NN2C1=C(C=C2C=2C=C(C(=NC2)C)C(=O)N[C@@H]2CN(C[C@@H]2C)C(C2=CC=CC=C2)=O)C(F)(F)F